C1(CC1)CN1C=C(C2=NN(C(C(=C21)C=2C=NC(=CC2)C(=C)CF)=O)C2=CC1=CN(N=C1C=C2)C)C#N 5-(cyclopropylmethyl)-4-(6-(3-fluoroprop-1-en-2-yl)pyridin-3-yl)-2-(2-methyl-2H-indazol-5-yl)-3-oxo-3,5-dihydro-2H-pyrrolo[3,2-c]pyridazine-7-carbonitrile